1-(cyclopentyl-methyl)-3-{5-[1-(4-ethylphenyl)-1H-pyrazol-4-yl]-1H-indol-3-yl}urea C1(CCCC1)CNC(=O)NC1=CNC2=CC=C(C=C12)C=1C=NN(C1)C1=CC=C(C=C1)CC